4-ethyl-3-(5-fluoro-2-methyl-6-{[(1r,4r)-4-(trifluoromethyl)cyclohexyl]oxy}pyrimidin-4-yl)-1-(4-methylbenzenesulfonyl)-1H,4H,5H-pyrrolo[3,2-b]pyridin-5-one C(C)N1C2=C(C=CC1=O)N(C=C2C2=NC(=NC(=C2F)OC2CCC(CC2)C(F)(F)F)C)S(=O)(=O)C2=CC=C(C=C2)C